COC=1C=C2C(N(N(C2=C2C1C=CC=C2)C2=CC=CC=C2)C)=O 5-Methoxy-2-methyl-1-phenyl-1H-benzo[g]indazol-3(2H)-one